COCC[S@@](=O)C1=C(C=2C(=NC(=CC2C2=CC=NN2C)C=2C=C3N=CC=NC3=CC2)S1)N 2-[(R)-2-methoxyethanesulfinyl]-4-(1-methyl-1H-pyrazol-5-yl)-6-(quinoxalin-6-yl)thieno[2,3-b]pyridin-3-amine